C(C)(C)N1CN=CC=C1C 1-isopropyl-6-methylpyrimidine